BrC=1C=C2C=CNC(C2=C(C1)Cl)=O 6-bromo-8-chloroisoquinolin-1(2H)-one